trans-cis-2,6-nonadienal C(\C=C\CC\C=C/CC)=O